5-(6-(((1S,2R,3R,5R)-2-fluoro-1-methyl-9-azabicyclo[3.3.1]nonan-3-yl)oxy)-1,2,4-triazin-3-yl)-2-(1H-imidazol-1-yl)pyridin-4-ol F[C@@H]1[C@@]2(CCC[C@H](C[C@H]1OC1=CN=C(N=N1)C=1C(=CC(=NC1)N1C=NC=C1)O)N2)C